BrC1=CC=C(C=C1)C 1-bromo-4-methylbenzene